4-amino-N-(7-(4,4-difluoropiperidin-1-yl)-2,3-dihydrobenzofuran-5-yl)-2-((1R,5S)-3-azaspiro[bicyclo[3.2.1]octane-8,1'-cyclopropane]-3-yl)benzamide NC1=CC(=C(C(=O)NC=2C=C(C3=C(CCO3)C2)N2CCC(CC2)(F)F)C=C1)N1C[C@@H]2CC[C@H](C1)C21CC1